((1s,3s)-3-hydroxy-3-methylcyclobutyl)(7-(imidazo[1,2-a]pyridin-2-yl)-2-azaspiro[3.5]nonan-2-yl)methanone OC1(CC(C1)C(=O)N1CC2(C1)CCC(CC2)C=2N=C1N(C=CC=C1)C2)C